N[C@H]1CN(CCC1)C(=O)C1=NN(C(=C1)C1=CC=C(C#N)C=C1)C1=C(C=C(C=C1)N1CCCC1)F (R)-4-(3-(3-Aminopiperidin-1-carbonyl)-1-(2-fluoro-4-(pyrrolidin-1-yl)phenyl)-1H-pyrazol-5-yl)benzonitril